ClC1=C(C=C(C=C1)[N+](=O)[O-])F 1-chloro-2-fluoro-4-nitrobenzene